2-(1,3-dioxoisoindolin-2-yl)-N-(4-fluoro-3-methoxyphenethyl)acetamide O=C1N(C(C2=CC=CC=C12)=O)CC(=O)NCCC1=CC(=C(C=C1)F)OC